4-(decanoyloxy)benzene-1-sulfonic acid sodium salt [Na+].C(CCCCCCCCC)(=O)OC1=CC=C(C=C1)S(=O)(=O)[O-]